rac-(7S)-7-tert-butyl-N-[rac-(1R)-1-[3-[(2,2-dimethylpyrrolidin-3-yl)carbamoyl]phenyl]-3-(4-hydroxy-1-piperidyl)propyl]-5,6,7,8-tetrahydrothiazolo[5,4-b]quinoline-2-carboxamide C(C)(C)(C)[C@@H]1CC=2C=C3C(=NC2CC1)SC(=N3)C(=O)N[C@H](CCN3CCC(CC3)O)C3=CC(=CC=C3)C(NC3C(NCC3)(C)C)=O |r|